CC1=NC(=NO1)C1=CC=C(CNC=2C=C(C(=O)N)C=CN2)C=C1 2-((4-(5-Methyl-1,2,4-oxadiazol-3-yl)benzyl)-amino)isonicotinamid